1-(1,3,4-Oxadiazol-2-yl)octadec-9-en-1-one O1C(=NN=C1)C(CCCCCCCC=CCCCCCCCC)=O